S(=O)(=O)(ON1[C@@H]2CC[C@H](N(C1=O)C2)C(NC(=O)C2CCC(CC2)NC(C)=O)=N)O (2S,5R)-2-(N-(4-acetamidocyclohexane-1-carbonyl) carbamimidoyl)-7-oxo-1,6-diazabicyclo[3.2.1]octan-6-yl hydrogen sulfate